C(C)(C)(C)OC(=O)N1CCC(CC1)C1=CC2=C(N=N1)N(C(=C2CC)C2=CC(=C(C=C2)OC)OC)COCC[Si](C)(C)C 4-(6-(3,4-Dimethoxyphenyl)-5-ethyl-7-((2-(trimethylsilyl)ethoxy)methyl)-7H-pyrrolo[2,3-c]pyridazin-3-yl)piperidine-1-carboxylic acid tert-butyl ester